ClC=1C=C(C=CC1)C1=NC(=NC=C1)NC1=C(C=C(C=C1)C(F)(F)F)[N+](=O)[O-] 4-(3-chlorophenyl)-N-(2-nitro-4-(trifluoromethyl)phenyl)pyrimidin-2-amine